COC(C(C)S(=O)(=O)N)C1=NC=C(C=N1)C 1-methoxy-1-(5-methyl-2-pyrimidinyl)-2-propanesulfonamide